(4S,5R)-methyl-5-benzyl-2,2-dimethyl-1,3-dioxolane-4-carboxylate COC(=O)[C@H]1OC(O[C@@H]1CC1=CC=CC=C1)(C)C